FC=1C=C(C(=O)O)C=C(C1[N+](=O)[O-])F 3,5-difluoro-4-nitrobenzoic acid